CC1(C2C(CC1CC2)=C)C 7,7-dimethyl-2-methylene-bicyclo[2.2.1]heptane